ammonium saccharine S1(=O)(=O)NC(=O)C2=CC=CC=C12.[NH4+]